6-bromo-2-{[(4-methoxybenzyl)amino]methyl}nicotinic acid BrC1=NC(=C(C(=O)O)C=C1)CNCC1=CC=C(C=C1)OC